3'-chloro-7'-[(4-methoxyphenyl)methyl]-1-phenyl-spiro[piperidine-4,5'-pyrrolo[2,3-c]pyridazine]-6'-one ClC1=CC2=C(N=N1)N(C(C21CCN(CC1)C1=CC=CC=C1)=O)CC1=CC=C(C=C1)OC